N1=C2C(=NC(C1)=O)N=CC=C2 pyrido[2,3-b]pyrazin-3-one